OC1=C(C[C@H](N)C(=O)O)C=CC(=C1)O 2,4-dihydroxy-L-phenylalanine